C(C)C=1C(N(C2=CC=CC=C2C1)S(=O)(=O)CC1=CC=CC=C1)C 3-ethyl-2-methyl-1-toluenesulfonyl-1,2-dihydroquinoline